(E)-N-hydroxy-3-(2-(4-(2-(phenylthio)acetyl)piperazin-1-yl)phenyl)acrylamide ONC(\C=C\C1=C(C=CC=C1)N1CCN(CC1)C(CSC1=CC=CC=C1)=O)=O